FC(OC=1C=CC(=C(C1)N1C(N(C2=C1C=CC(=C2)C(=O)NC2(CS(C2)(=O)=O)C)[C@@H](C)C(C)(C)O)=O)F)F (S)-1-(5-(difluoromethoxy)-2-fluorophenyl)-3-(3-hydroxy-3-methylbutan-2-yl)-N-(3-methyl-1,1-dioxothietan-3-yl)-2-oxo-2,3-dihydro-1H-benzo[d]imidazole-5-carboxamide